2-(4-methyl-2-nitrophenyl)furan CC1=CC(=C(C=C1)C=1OC=CC1)[N+](=O)[O-]